piperidineamine N1(CCCCC1)N